6-(2-methyl-2H-indazol-5-yl)-3-(((3aR,5s,6aS)-2-((tetrahydro-2H-pyran-3-yl)methyl)octahydro-cyclopenta[c]pyrrol-5-yl)amino)pyridazine CN1N=C2C=CC(=CC2=C1)C1=CC=C(N=N1)NC1C[C@@H]2[C@@H](CN(C2)CC2COCCC2)C1